6'-fluoro-N-(4-fluoro-3-(((2-hydroxyethyl)amino)methyl)benzyl)-4'-oxo-3',4'-dihydro-1'H-spiro[piperidine-4,2'-quinoline]-1-carboxamide FC=1C=C2C(CC3(NC2=CC1)CCN(CC3)C(=O)NCC3=CC(=C(C=C3)F)CNCCO)=O